2-(((3,3-difluoropropyl)amino)methyl)-3-methylpyrrolo[2,1-f][1,2,4]triazin-4(3H)-one FC(CCNCC1=NN2C(C(N1C)=O)=CC=C2)F